C1(CCCCC1)[C@@H]1CN(C[C@H](C1)CO)S(=O)(=O)N1CCS(CC1)(=O)=O trans-4-((3-cyclohexyl-5-(hydroxymethyl)piperidin-1-yl)sulfonyl)thiomorpholine 1,1-dioxide